NC1=CC=CC(=N1)S(=O)(=O)NC(=O)C=1C(=NC(=CC1)C1=C(C=C(C=C1)F)F)N1C(C[C@@H](C1)C)(C)C N-[(6-Amino-2-pyridyl)sulfonyl]-6-(2,4-difluorophenyl)-2-[(4S)-2,2,4-trimethylpyrrolidin-1-yl]pyridin-3-carboxamid